tert-Butyl (2R,5S)-4-(7-(4-cyanopyridin-2-yl)-5-(pyridin-2-yl)-7H-pyrrolo[2,3-d]pyrimidin-4-yl)-2,5-dimethylpiperazine-1-carboxylate C(#N)C1=CC(=NC=C1)N1C=C(C2=C1N=CN=C2N2C[C@H](N(C[C@@H]2C)C(=O)OC(C)(C)C)C)C2=NC=CC=C2